N1C=C(C=C1)C1=C2C(=NC=C1)C(=NN2C2CN(C2)C(C(=C)F)=O)C2=CC=C(C=C2)C(F)(F)F 1-(3-(7-(1H-pyrrol-3-yl)-3-(4-(trifluoromethyl)phenyl)-1H-pyrazolo[4,3-b]pyridin-1-yl)azetidin-1-yl)-2-fluoroprop-2-en-1-one